C(CCCCCCCCCCCCCCCCC=CCC=CCCCC)(=O)O Hexacosa-18,21-dienoic acid